Cl.O1CC=CN=CC=C1 [1,5]oxazocine hydrochloride